C(C)OC=1C=CC(=NC1)NC(=O)C1CN(C1)C1=CC(=C2C(C(=CN(C2=N1)C1=NC=NS1)C(=O)O)=O)C 7-{3-[(5-ethoxypyridin-2-yl)carbamoyl]azetidin-1-yl}-5-methyl-4-oxo-1-(1,2,4-thiadiazol-5-yl)-1,4-dihydro-1,8-naphthyridine-3-carboxylic acid